methyl-2-((2-(2-(tert-butoxy)-2-oxoethyl)phenoxy)methyl)-7-iodobenzofuran CC1=C(OC2=C1C=CC=C2I)COC2=C(C=CC=C2)CC(=O)OC(C)(C)C